ClC1=C(C=CC(=C1)C(F)(F)F)N1CCC(CC1)(C(=O)NCCN(C)C)C=1C=NC(=C(C1)F)C1=C(C=CC=C1)OC 1-[2-chloro-4-(trifluoromethyl)phenyl]-N-[2-(dimethylamino)ethyl]-4-[5-fluoro-6-(2-methoxyphenyl)pyridin-3-yl]piperidine-4-carboxamide